CC1(C[C@H](CN1)CCCN1C(C2=CC=CC=C2C1=O)=O)C (R)-2-(3-(5,5-dimethylpyrrolidin-3-yl)propyl)isoindoline-1,3-dione